2-(3-Fluoro-4-methoxyphenyl)-7-(4-methyl-1,4-diazepan-1-yl)-4H-pyrido[1,2-a]pyrimidin-4-one FC=1C=C(C=CC1OC)C=1N=C2N(C(C1)=O)C=C(C=C2)N2CCN(CCC2)C